C1N(CCC2=CC=CC=C12)C(=O)OCC(CN1CC2=C(CC1)C=CS2)O 3-(4,7-dihydrothieno[2,3-c]pyridin-6(5H)-yl)-2-hydroxypropyl 3,4-dihydroisoquinoline-2(1H)-carboxylate